tert-butyl 8-{[N2-(tert-butoxycarbonyl)-L-lysyl]amino}octanoate C(C)(C)(C)OC(=O)N[C@@H](CCCCN)C(=O)NCCCCCCCC(=O)OC(C)(C)C